CC(COC=1SC(=C2C1CC([C@H]2O)(F)F)S(=O)(=O)C)(C)C (4S)-1-(2,2-Dimethylpropoxy)-5,5-difluoro-3-methanesulfonyl-4H,5H,6H-cyclopenta[c]thiophen-4-ol